4-[2-[(2S)-2-(2-isopropylphenyl)pyrrolidin-1-yl]-7-azaspiro[3.5]nonan-7-yl]benzoate C(C)(C)C1=C(C=CC=C1)[C@H]1N(CCC1)C1CC2(C1)CCN(CC2)C2=CC=C(C(=O)[O-])C=C2